(R)-4-(1-(4-(1-((tert-butyldimethylsilyl)oxy)cyclobutyl)phenyl)pyrrolidin-2-yl)thiazol [Si](C)(C)(C(C)(C)C)OC1(CCC1)C1=CC=C(C=C1)N1[C@H](CCC1)C=1N=CSC1